(1-methyl-5-(pyridin-2-yl)-1H-pyrazol-3-yl)-4-phenylpyridin-2-amine CN1N=C(C=C1C1=NC=CC=C1)C=1C(=NC=CC1C1=CC=CC=C1)N